3-(4-Aminoimidazo[2,1-f][1,2,4]triazin-7-yl)-N-(trans-4-hydroxycyclohexyl)-N,4-dimethylbenzenesulfonamide NC1=NC=NN2C1=NC=C2C=2C=C(C=CC2C)S(=O)(=O)N(C)[C@@H]2CC[C@H](CC2)O